4-FLUORO-3-FORMYLBENZAMIDE FC1=C(C=C(C(=O)N)C=C1)C=O